1-oxo-5,8,11-trioxa-2-azatetradecan-14-oate O=CNCCOCCOCCOCCC(=O)[O-]